4,4'-biphenyl-tetracarboxylic acid-d C1(=C(C(=C(C(=C1)C(=O)O[2H])C1=CC=CC=C1)C(=O)O)C(=O)O)C(=O)O